6-undecadienyl-magnesium chloride C=CC=CCC(CCCCC)[Mg]Cl